(3-((4-Cyano-3-fluorophenoxy)methyl)-1-((2,4-dichlorophenyl)sulfonyl)azetidin-3-yl)methyl 2-aminoethane-1-sulfonate trifluoroacetate salt FC(C(=O)O)(F)F.NCCS(=O)(=O)OCC1(CN(C1)S(=O)(=O)C1=C(C=C(C=C1)Cl)Cl)COC1=CC(=C(C=C1)C#N)F